3-bromo-1-(3-chloro-2-pyridinyl)-N-[4,6-dichloro-3-fluoro-2-[(methylamino)carbonyl]phenyl]-1H-pyrazole-5-carboxamide BrC1=NN(C(=C1)C(=O)NC1=C(C(=C(C=C1Cl)Cl)F)C(=O)NC)C1=NC=CC=C1Cl